11-(4-((4-((7-(1-Cyclopropyl-1H-pyrazol-4-yl)-3-methyl-4-oxo-4H-pyrido[1,2-a]pyrimidin-2-yl)amino)-3-fluorophenyl)sulfonyl)piperazin-1-yl)undecanoic acid C1(CC1)N1N=CC(=C1)C=1C=CC=2N(C(C(=C(N2)NC2=C(C=C(C=C2)S(=O)(=O)N2CCN(CC2)CCCCCCCCCCC(=O)O)F)C)=O)C1